N-(9-((2R,3R,4R,5S)-4-amino-3-(tert-butyldimethylsilyloxy)-5-(hydroxymethyl)-tetrahydrofuran-2-yl)-9H-purin-6-yl)benzamide N[C@H]1[C@H]([C@@H](O[C@@H]1CO)N1C2=NC=NC(=C2N=C1)NC(C1=CC=CC=C1)=O)O[Si](C)(C)C(C)(C)C